N-(2-cyclopropyl-1,1,1-trifluoropropan-2-yl)-3-methyl-3H-imidazo[4,5-b]pyridine-6-carboxamide C1(CC1)C(C(F)(F)F)(C)NC(=O)C=1C=C2C(=NC1)N(C=N2)C